9-chloro-7-phenoxy-1H,2H,3H-cyclopenta[b]quinoline ClC1=C2C(=NC=3C=CC(=CC13)OC1=CC=CC=C1)CCC2